N-[(1S,2S)-2-Hydroxycyclohexyl]-4-(4-carbamoylbenzyl)-pyrrolo[1,2-b]pyridazine-2-carboxamide O[C@@H]1[C@H](CCCC1)NC(=O)C=1C=C(C=2N(N1)C=CC2)CC2=CC=C(C=C2)C(N)=O